(4-dimethylamino-phenyl)-phenyl-methanone CN(C1=CC=C(C=C1)C(=O)C1=CC=CC=C1)C